6-(Naphthalen-2-yl)-4-oxo-3-(propan-2-yl)-4,5-dihydropyrazolo[1,5-a]pyrazine-2-carboxylic acid C1=C(C=CC2=CC=CC=C12)C=1NC(C=2N(C1)N=C(C2C(C)C)C(=O)O)=O